C(CC)(=O)O.C(CCCCCCCCCCC)(=O)NCCN(CCO)CCCC(=O)O N-lauroyl-N'-hydroxyethyl-carboxypropyl ethylenediamine propionate